2-methoxy-4-morpholino-N-(2-(5-(thiophen-2-yl)-1,3,4-oxadiazol-2-yl)propan-2-yl)benzamide COC1=C(C(=O)NC(C)(C)C=2OC(=NN2)C=2SC=CC2)C=CC(=C1)N1CCOCC1